5-iodo-1,2-dimethyl-4-(2-((tetrahydro-2H-pyran-2-yl)oxy)ethoxy)-6-(trifluoromethyl)-1H-benzo[d]imidazole IC1=C(C2=C(N(C(=N2)C)C)C=C1C(F)(F)F)OCCOC1OCCCC1